(2-chloro-4-methylphenyl)-2-(phenylamino)-1H-benzo[d]imidazole-4-carboxylic acid ClC1=C(C=CC(=C1)C)N1C(=NC2=C1C=CC=C2C(=O)O)NC2=CC=CC=C2